2-[1-(benzyloxy)ethyl]-6-[(tert-butyldiphenylsilyl)oxy]-4-chlorobenzenesulfonyl chloride C(C1=CC=CC=C1)OC(C)C1=C(C(=CC(=C1)Cl)O[Si](C1=CC=CC=C1)(C1=CC=CC=C1)C(C)(C)C)S(=O)(=O)Cl